CC=1C(=NC=C(N1)CNC(C(F)(F)F)=O)C(=O)O methyl-5-((2,2,2-trifluoroacetamido)methyl)pyrazine-2-carboxylic acid